1-(2-(trimethylsilyl)ethoxymethyl)-1H-pyrazolo[4,3-c]pyridazin-6(5H)-one C[Si](CCOCN1N=CC2=NNC(C=C21)=O)(C)C